C(CC)NCCCCN N-propyl-1,4-butylenediamine